3-(5-((3-(4'-chloro-5,5-dimethyl-3,4,5,6-tetrahydro-[1,1'-biphenyl]-2-Carbonyl)-3,6-diazabicyclo[3.1.1]heptan-6-yl)methyl)-1-oxoisoindolin-2-yl)piperidine-2,6-dione ClC1=CC=C(C=C1)C1=C(CCC(C1)(C)C)C(=O)N1CC2N(C(C1)C2)CC=2C=C1CN(C(C1=CC2)=O)C2C(NC(CC2)=O)=O